5-(7-acrylamido-3,4-dihydroisoquinolin-2(1H)-yl)-7-((3,5-dimethoxyphenyl)amino)imidazo[1,2-c]pyrimidine-8-amide C(C=C)(=O)NC1=CC=C2CCN(CC2=C1)C1=NC(=C(C=2N1C=CN2)C(=O)N)NC2=CC(=CC(=C2)OC)OC